3-(4-(((1H-indazol-5-yl)amino)pyrimidin-2-yl)phenyl)propene N1N=CC2=CC(=CC=C12)NC1=NC(=NC=C1)C1=CC=C(C=C1)CC=C